C(C)(C)OC[C@H]1N(CC(C1)C1=CC=C(C=C1)C(F)(F)F)C1=CC=C(C(=O)O)C=C1 4-((2S)-2-(isopropoxymethyl)-4-(4-(trifluoromethyl)phenyl)pyrrolidin-1-yl)benzoic acid